5-(pentyloxy)pentanoic acid C(CCCC)OCCCCC(=O)O